1-(p-tolyl)-2-((4-(trifluoromethyl)benzyl)thio)-1H-imidazole C1(=CC=C(C=C1)N1C(=NC=C1)SCC1=CC=C(C=C1)C(F)(F)F)C